(cyanomethylene)-tri-n-butylphosphorane C(#N)C=P(CCCC)(CCCC)CCCC